((S)-2-(2-Chloro-5-fluorophenyl)pyrrolidin-1-yl)-N-((R,E)-4-(methylsulfonyl)but-3-en-2-yl)benzamide ClC1=C(C=C(C=C1)F)[C@H]1N(CCC1)C1=C(C(=O)N[C@H](C)\C=C\S(=O)(=O)C)C=CC=C1